N-(2-(6,6-dimethyl-1-((2-(trimethylsilyl)ethoxy)methyl)-4,5,6,7-tetrahydro-1H-indazol-3-yl)-5-fluoro-1-((2-(trimethylsilyl)ethoxy)methyl)-1H-indol-6-yl)pivalamide CC1(CCC=2C(=NN(C2C1)COCC[Si](C)(C)C)C=1N(C2=CC(=C(C=C2C1)F)NC(C(C)(C)C)=O)COCC[Si](C)(C)C)C